C1[C@@H]2N(CCN1C1=CC3=C(CC(O3)(C)C)C=C1NC(=O)C=1C=NN3C1N=CC=C3)CCC2 (R)-N-(6-(hexahydropyrrolo[1,2-a]pyrazin-2(1H)-yl)-2,2-dimethyl-2,3-dihydrobenzofuran-5-yl)pyrazolo[1,5-a]pyrimidine-3-carboxamide